S(=O)(=O)(C1=CC=C(C)C=C1)OC1C[C@H]2CC[C@@H](C1)N2C(=O)OCC ethyl (1R,3s,5S)-3-(tosyloxy)-8-azabicyclo[3.2.1]octane-8-carboxylate